N-[(6-Amino-2-pyridyl)sulfonyl]-6-(dimethylamino)-2-(2,4,6-trimethylphenoxy)pyridin-3-carboxamid NC1=CC=CC(=N1)S(=O)(=O)NC(=O)C=1C(=NC(=CC1)N(C)C)OC1=C(C=C(C=C1C)C)C